ClC=1N(C(=C(N1)C1=CC=C(C=C1)F)C1=CC=NC=C1)CC(=O)OC(C)(C)C tert-butyl 2-[2-chloro-4-(4-fluorophenyl)-5-(4-pyridyl)imidazol-1-yl]acetate